BrC=1C(=CC2=C(O[C@@H](C(N2[C@@H](C)C2=CC=CC=C2)=O)C)N1)C(F)(F)F (R)-6-bromo-3-methyl-1-((S)-1-phenylethyl)-7-(trifluoromethyl)-1H-pyrido[2,3-b][1,4]oxazin-2(3H)-one